Tri(5-methyl-3-hexyl)citrat CC(CC(CC)C(C(C(C(=O)[O-])(C(CC)CC(C)C)C(CC)CC(C)C)(O)C(=O)[O-])C(=O)[O-])C